C1(=CC=CC=C1)C(CCC=CC)=O 1-phenyl-4-hexen-1-one